CC([C@@H](C(N1[C@@H](CCC1)C(=O)N1CC(OCC1)C1=C(C=CC=C1)C)=O)NC(=O)C1=CC2=C(S1)C=CC(=C2)C(F)(F)P(O)(O)=O)(C)C ((2-(((2S)-3,3-dimethyl-1-oxo-1-((2S)-2-(2-(o-tolyl)morpholine-4-carbonyl)pyrrolidin-1-yl)butan-2-yl)carbamoyl)benzo[b]thiophen-5-yl)difluoromethyl)phosphonic acid